fumaric acid monoeth-yl ester C(C)OC(\C=C\C(=O)O)=O